(S)-N-((S)-6-chloro-1-((3,3-difluorocyclobutyl)carbamoyl)-2,3-dihydro-1H-inden-1-yl)-1-(4-cyanopyridin-2-yl)-N-(3-fluorophenyl)-5-oxopyrrolidine-2-carboxamide ClC1=CC=C2CC[C@](C2=C1)(C(NC1CC(C1)(F)F)=O)N(C(=O)[C@H]1N(C(CC1)=O)C1=NC=CC(=C1)C#N)C1=CC(=CC=C1)F